Cl.N=1C=C(N2N=CC=CC21)C#CC=2C=C(C(=O)NC1=CC(=C(C=C1)CN1CCN(CC1)C)C(F)(F)F)C=CC2C 3-(imidazo[1,2-b]pyridazin-3-ylethynyl)-4-methyl-N-(4-((4-methylpiperazin-1-yl)methyl)-3-(trifluoromethyl)phenyl)benzamide, hydrochloride salt